3-(5-amino-8-(1-methyl-6-oxo-1,6-dihydropyridazin-3-yl)-2-(((6-methylpyridin-2-yl)methyl)amino)-[1,2,4]triazolo[1,5-c]pyrimidin-7-yl)benzonitrile NC1=NC(=C(C=2N1N=C(N2)NCC2=NC(=CC=C2)C)C2=NN(C(C=C2)=O)C)C=2C=C(C#N)C=CC2